tert-butyl (1-(4-amino-2-(4-methoxy-1-methyl-6-oxo-1,6-dihydropyridin-3-yl)benzyl)piperidin-3-yl)carbamate NC1=CC(=C(CN2CC(CCC2)NC(OC(C)(C)C)=O)C=C1)C1=CN(C(C=C1OC)=O)C